BrC=1C(=C2C=NN(C2=C(C1)C(=O)NC(C)C1=CC(=CC=C1)C(CO)(F)F)COCC[Si](C)(C)C)OC 5-bromo-N-{1-[3-(1,1-difluoro-2-hydroxyethyl)phenyl]ethyl}-4-methoxy-1-{[2-(trimethylsilyl)ethoxy]methyl}-1H-indazole-7-carboxamide